(3R)-3-((5-(tetrahydrofuran-3-carbonyl)-7-((2-(trimethylsilyl)ethoxy)-methyl)-7H-pyrrolo[2,3-d]pyrimidin-4-yl)amino)piperidine-1-carboxylic acid tert-butyl ester C(C)(C)(C)OC(=O)N1C[C@@H](CCC1)NC=1C2=C(N=CN1)N(C=C2C(=O)C2COCC2)COCC[Si](C)(C)C